CC1(CC2=CC=CC=C2C=C1)C(=O)C1(CC2=CC=CC=C2C=C1)C 2-methyl-β-naphthylketone